(S)-N-((R)-1-(4-bromophenyl)-3-hydroxypropyl)-7-(1-methylcyclopropyl)-5,6,7,8-tetrahydroacridine-2-carboxamide BrC1=CC=C(C=C1)[C@@H](CCO)NC(=O)C1=CC2=CC=3C[C@H](CCC3N=C2C=C1)C1(CC1)C